N[C@H](C(C)C)C1=CC(=CS1)C(=N)N (R)-5-(1-amino-2-methylpropyl)thiophene-3-carboxamidine